ClCC1=CC=C(C=C1)NC(=O)NC1=CC(=CC=C1)OC 1-(4-(chloromethyl)phenyl)-3-(3-methoxyphenyl)urea